docosyl (Z)-hexadec-9-enoate C(CCCCCCC\C=C/CCCCCC)(=O)OCCCCCCCCCCCCCCCCCCCCCC